The molecule is a pyrimidone obtained by formal addition of hydrogen across the 5,6-position of thymine. It has a role as a metabolite, a human metabolite and a mouse metabolite. It derives from a thymine. CC1CNC(=O)NC1=O